CN1CCN(CC1)C=1C=C(C=CC1)NC1=NC2=CC=CC=C2C=N1 N-(3-(4-methylpiperazin-1-yl)phenyl)quinazolin-2-amine